N1(C=NC=C1)C1=CC(=CC(=N1)C(=O)NC1CCC(CC1)OCCOC)C=1C=NN(C1)C(C)C 6-(1H-imidazol-1-yl)-4-(1-isopropyl-1H-pyrazol-4-yl)-N-((1r,4r)-4-(2-methoxyethoxy)cyclohexyl)picolinamide